CC1=C(C(NC2=CC=CC=C12)=O)C1=NN(C(C1)C1=CC=C(C=C1)C)C(CC)=O 4-methyl-3-(1-propionyl-5-(p-tolyl)-4,5-dihydro-1H-pyrazol-3-yl)quinolin-2(1H)-one